2-(4-iodophenyl)-1-phenyl-1H-benzimidazole IC1=CC=C(C=C1)C1=NC2=C(N1C1=CC=CC=C1)C=CC=C2